N-(4-((R)-3-((6-(1H-Pyrazol-4-yl)-5-(((S)-tetrahydrofuran-3-yl)oxy)-[1,2,4]triazolo[1,5-a]pyridin-2-yl)amino)piperidine-1-carbonyl)phenyl)acrylamide N1N=CC(=C1)C=1C=CC=2N(C1O[C@@H]1COCC1)N=C(N2)N[C@H]2CN(CCC2)C(=O)C2=CC=C(C=C2)NC(C=C)=O